2-(dodecylthiocarbonylthioamino)-2-methylpropanoic acid C(CCCCCCCCCCC)C(=S)SNC(C(=O)O)(C)C